OC1(CC1)C1=NNC(=N1)C1CC2(CN(C2)C(=O)N2CCC(CC2)COC2=CC(=C(C=C2)S(=O)(=O)C)C(F)(F)F)C1 [6-[3-(1-hydroxycyclopropyl)-1H-1,2,4-triazol-5-yl]-2-azaspiro[3.3]heptan-2-yl]-[4-[[4-mesyl-3-(trifluoromethyl)phenoxy]-methyl]piperidino]methanone